N1(N=CC=C1)C=1C=C(CN(C2=CC(=NC=C2)CN2C(CNC(C2)=O)=O)CC2=CC(=CC=C2)OC)C=CC1 1-((4-((3-(1H-pyrazol-1-yl)benzyl)(3-methoxybenzyl)amino)pyridin-2-yl)methyl)piperazine-2,5-dione